C(C)(C)(C)OC(=O)N1CCC(CC1)N1C(N(C2=C1C=C(C(=C2)F)F)CC2=CC=C(C=C2)C=2OC(=NN2)C(F)F)=O 4-(3-(4-(5-(Difluoromethyl)-1,3,4-oxadiazol-2-yl)benzyl)-5,6-difluoro-2-oxo-2,3-dihydro-1H-benzo[d]imidazol-1-yl)piperidine-1-carboxylic acid tert-butyl ester